CC1(N(C2=CC=CC=C2C1)C(=O)OC(C)(C)C)C(=O)[O-] 1-tert-butyl 2-methyl-1H-indole-1,2-dicarboxylate